C1(CCCCC1)C1=C(C=C(CO)C=C1)C(F)(F)F 4-cyclohexyl-3-(trifluoromethyl)benzyl alcohol